4-(((5'-chloro-2'-((1-((6-(2,4-dioxotetrahydropyrimidin-1(2H)-yl)pyridazin-3-yl)methyl)piperidin-4-yl)amino)-[2,4'-bipyridyl]-6-yl)amino)methyl)tetrahydro-2H-pyran-4-carbonitrile ClC=1C(=CC(=NC1)NC1CCN(CC1)CC=1N=NC(=CC1)N1C(NC(CC1)=O)=O)C1=NC(=CC=C1)NCC1(CCOCC1)C#N